N1C(=NC2=C1C=CC=C2)C2=C(C(=CC=C2)Cl)C=2C(=CC(=CC2)C(N[C@H](CCC)C2=CC=CC=C2)=O)C(=O)O (S)-2'-(1H-1,3-benzodiazol-2-yl)-6'-chloro-4-{[(1R)-1-phenylbutyl]carbamoyl}-[1,1'-biphenyl]-2-carboxylic acid